COC(C=C)CCCC=C 3-methoxy-1,7-octadiene